3-(((5-butyl-4,5-dihydro-1H-imidazol-2-yl)thio)methyl)-5H-thiazolo[2,3-b]quinazoline C(CCC)C1CN=C(N1)SCC1=CSC2=NC3=CC=CC=C3CN21